OCCOCCOC(C(C1=CC=CC=C1)=O)=O oxo-phenyl-acetic acid 2-[2-hydroxyethoxy]-ethyl ester